1-(2-(5-(2-chloro-4,5-difluorophenyl)isoindolin-2-yl)-2-oxoethyl)-1H-1,2,4-triazole-3-carbonitrile ClC1=C(C=C(C(=C1)F)F)C=1C=C2CN(CC2=CC1)C(CN1N=C(N=C1)C#N)=O